vinyl-bis(n-butyloxy)methylsilane 2-phenylethyl-propionate C1(=CC=CC=C1)CCOC(CC)=O.C(=C)[SiH2]C(OCCCC)OCCCC